CC=1N(C=C(N1)C(C)O)C(C1=CC=CC=C1)(C1=CC=CC=C1)C1=CC=CC=C1 1-(2-methyl-1-trityl-1H-imidazol-4-yl)ethane-1-ol